FC1=C(C(=CC=C1)F)N1N=CC(=N1)C (2,6-difluorophenyl)-4-methyl-2H-1,2,3-triazole